4-cyano-5-fluoro-1H-Indole-2-carboxylic Acid C(#N)C1=C2C=C(NC2=CC=C1F)C(=O)O